2-methyl-5-(tributylstannyl)-2H-pyrazolo[3,4-c]pyridine CN1N=C2C=NC(=CC2=C1)[Sn](CCCC)(CCCC)CCCC